ClC1=C(C#N)C(=CC=C1)N1N=CN=C1 2-Chloro-6-(1H-1,2,4-triazol-1-yl)benzonitrile